anthracenedione hydrochloride dihydrate O.O.Cl.C1(C(C=CC2=CC3=CC=CC=C3C=C12)=O)=O